bromo-8'-chloro-2-(trifluoromethyl)-2'H-spiro[cyclohexane-1,3'-imidazo[1,5-a]pyridine]-1',5'-dione BrN1C2(N3C(=C(C=CC3=O)Cl)C1=O)C(CCCC2)C(F)(F)F